(2-((5-chloro-2-((4-(4-(3-(dimethylamino)azetidin-1-yl)piperidine-1-yl)-5-ethyl-2-methoxyphenyl)amino)pyrimidin-4-yl)amino)-4,5-dimethylphenyl)dimethylphosphine oxide ClC=1C(=NC(=NC1)NC1=C(C=C(C(=C1)CC)N1CCC(CC1)N1CC(C1)N(C)C)OC)NC1=C(C=C(C(=C1)C)C)P(C)(C)=O